ClC=1N=CC2=C(N1)N(C=C2Cl)CC 2,5-dichloro-7-ethyl-7H-pyrrolo[2,3-d]pyrimidine